ClCC1=C(C=C(C(=C1)OC)OC)CCl 1,2-bis(chloromethyl)-4,5-dimethoxybenzene